CSC(C(=O)N1C(CCCC1)C=1NC=C(N1)C1=CC=NC=C1)C 2-(methyl-thio)-1-(2-(4-(pyridin-4-yl)-1H-imidazol-2-yl)piperidin-1-yl)propan-1-one